[Mn](=O)(=O)(=O)[O-].[Ag+] Silver permanganate